vinylToluene CC1=CC(=CC=C1)C=C